5-methylbenzylboric acid CC=1C=CC=C(COB(O)O)C1